(S)-7-(5-amino-5,7-dihydrospiro[cyclopenta[b]pyridine-6,4'-piperidin]-1'-yl)-3-(2,3-dichlorophenyl)quinazoline-2,4(1H,3H)-dione N[C@@H]1C=2C(=NC=CC2)CC12CCN(CC2)C2=CC=C1C(N(C(NC1=C2)=O)C2=C(C(=CC=C2)Cl)Cl)=O